3-[(3R)-3-(4-tert-butylphenyl)-5-chloro-3-methyl-2-oxo-indolin-1-yl]benzoic acid C(C)(C)(C)C1=CC=C(C=C1)[C@]1(C(N(C2=CC=C(C=C12)Cl)C=1C=C(C(=O)O)C=CC1)=O)C